NC=1C=C(C=CC1F)C1=NC=C(C=N1)COC=1C=CC(=C(C(=O)O)C1)O 5-((2-(3-Amino-4-fluorophenyl)pyrimidin-5-yl)methoxy)-2-hydroxybenzoic acid